(2S,4R)-1-(L-valyl)-4-hydroxy-N-(4-(4-methylthiazol-5-yl)benzyl)pyrrolidine-2-carboxamide N[C@@H](C(C)C)C(=O)N1[C@@H](C[C@H](C1)O)C(=O)NCC1=CC=C(C=C1)C1=C(N=CS1)C